CN1C(N(C=2C1=CC=1C(=NN=C(C1C2)N[C@H](C)C2=C(C(=CC=C2)C=2C=NC=NC2)C)C)C)=O 1,3,8-trimethyl-5-[[(1R)-1-(2-methyl-3-pyrimidin-5-yl-phenyl)ethyl]amino]imidazo[4,5-g]phthalazin-2-one